OC=1C=C(C=C(C1O)O)C(C(=O)O)CO 3,4,5-Trihydroxy-alpha-(hydroxymethyl)phenylacetic Acid